N-(2-chlorophenyl)-maleimide ClC1=C(C=CC=C1)N1C(C=CC1=O)=O